O1C(OCC1)C=1C=CC(=C(C1)N1C(C(C2=CC=CC=C12)(C)O)=O)F 1-(5-(1,3-Dioxolan-2-yl)-2-fluorophenyl)-3-hydroxy-3-methylindolin-2-one